C(CCC)SSSCC1=CC=C(C(=O)O)C=C1 4-(n-butylsulfanylthio)sulfanylmethyl-benzoic acid